FC(C(=O)O)(F)F.CN(C=1SC=2N=C(SC2N1)C1=NC=C(C2=C1N=CN2)C=2C=NNC2)C2CC(NC(C2)(C)C)(C)C N-Methyl-5-[7-(1H-pyrazol-4-yl)-1H-imidazo[4,5-c]pyridin-4-yl]-N-(2,2,6,6-tetramethylpiperidin-4-yl)[1,3]thiazolo[5,4-d][1,3]thiazol-2-amin Trifluoroacetat